3-amino-2-(2-((4-(trifluoromethyl)phenyl)amino)pyrimidin-4-yl)benzoic acid methyl ester COC(C1=C(C(=CC=C1)N)C1=NC(=NC=C1)NC1=CC=C(C=C1)C(F)(F)F)=O